(5-Methylpyridin-3-yl)carbamic acid tert-butyl ester C(C)(C)(C)OC(NC=1C=NC=C(C1)C)=O